sodium 4-(piperidin-1-yl)thiophenolate N1(CCCCC1)C1=CC=C(C=C1)[S-].[Na+]